ClC=1C=C(C2=C(NC(=NS2(=O)=O)NCC2=NC=CC=C2F)C1OC1=C(C=CC=C1)Cl)F 6-chloro-5-(2-chlorophenoxy)-8-fluoro-3-(((3-fluoropyridin-2-yl)methyl)amino)-4H-benzo[e][1,2,4]thiadiazine 1,1-dioxide